tetramethylolmethane-tris-(β-aziridinyl propionate) N1(CC1)CCC(=O)O.N1(CC1)CCC(=O)O.N1(CC1)CCC(=O)O.C(O)C(CO)(CO)CO